C(C)(C)(C)OC(=O)N1[C@H]2[C@H](NC[C@@H]1CC2)[C@H](C)OC2=NC(=C(C=1N=CNC(C12)=O)F)Cl (1R,2S,5S)-2-((S)-1-((7-chloro-8-fluoro-4-oxo-3,4-dihydropyrido[4,3-d]pyrimidin-5-yl)oxy)ethyl)-3,8-diazabicyclo[3.2.1]octane-8-carboxylic acid tert-butyl ester